(2S,4R)-N-(3-chloro-2-fluorobenzyl)-4-fluoro-1-(2-(2-oxo-3,4-dihydro-1H-pyrrolo[3',2':5,6]pyrido[4,3-d]pyrimidin-7(2H)-yl)acetyl)pyrrolidine-2-carboxamide ClC=1C(=C(CNC(=O)[C@H]2N(C[C@@H](C2)F)C(CN2C=CC3=C2N=CC2=C3NC(NC2)=O)=O)C=CC1)F